C1(C(=O)O1)=O oxalic acid anhydride